1-(4-fluorophenyl)-2-diazo-ethanone FC1=CC=C(C=C1)C(C=[N+]=[N-])=O